N-methyl-O-phenylenediamine CNC1=CC=CC=C1N